C1(=CC=CC=C1)SI phenyl-iodosulfide